Cl.Cl.C(C1=CC=CC=C1)OC1CN(CC1)CCSC=1NC2=CC=CC=C2CN1 2-((2-(3-(benzyloxy)pyrrolidin-1-yl)ethyl)thio)-1,4-dihydroquinazoline dihydrochloride